2-ethylchroman-2-carboxylic acid C(C)C1(OC2=CC=CC=C2CC1)C(=O)O